C(#N)C1=CC(=C(CSC2=C(C=CC(=N2)C=2CCN(CC2)C(=O)[O-])F)C=C1)F 6-((4-cyano-2-fluorobenzyl)thio)-5-fluoro-3',6'-dihydro-[2,4'-bipyridine]-1'(2'H)-carboxylate